C(C)(=O)[O-].C(C)(=O)[O-].[Al+2] aluminium diacetate